N[C@H](C(=O)O)CCCCB(O)O 2(S)-amino-6-boronohexanoic acid